C[Si](O[Si](C)(C)C)(O[Si](C)(C)C)CCCOCCC[Si](O[Si](C)(C)C)(C)O[Si](C)(C)C mono[3-[1,3,3,3-tetramethyl-1-[(trimethylsilyl)oxy]-1-disiloxanyl]propyl]ether